4-chloro-4-oxo-butanoic acid [2-[2,2-bis[(4-chloro-4-oxo-butanoyl) oxymethyl] butoxymethyl]-2-[(4-chloro-4-oxo-butanoyl) oxymethyl] butyl] ester ClC(CCC(=O)OCC(COCC(COC(CCC(=O)Cl)=O)(CC)COC(CCC(=O)Cl)=O)(CC)COC(CCC(Cl)=O)=O)=O